ClC=1C=CC(=C(CN2C=CC3=C(C=C(C=C23)C2=CN(C3=C(N=CC=C32)O)C)NS(=O)(=O)CC)C1)OC N-(1-(5-chloro-2-methoxybenzyl)-6-(7-hydroxy-1-methyl-1H-pyrrolo[2,3-c]pyridin-3-yl)-1H-indol-4-yl)ethanesulfonamide